((4-methoxybenzyl)oxy-methyl)-4-(trifluoromethyl)-3,4-dihydroquinazolin-2(1H)-one COC1=CC=C(COCN2C(NC(C3=CC=CC=C23)C(F)(F)F)=O)C=C1